trifluoro-methanesulfonic acid 2-benzyl-4-methylphenyl ester C(C1=CC=CC=C1)C1=C(C=CC(=C1)C)OS(=O)(=O)C(F)(F)F